2-(2-(bicyclo[2.2.1]hept-5-en-2-yl)ethyl)oxirane C12C(CC(C=C1)C2)CCC2OC2